ClC1=CNC(C2=CC=CC(=C12)S(=O)(=O)N1CCC2=C(C=C(C=C12)C#N)N(C)C)=O 1-((4-chloro-1-oxo-1,2-dihydroisoquinolin-5-yl)sulfonyl)-4-(dimethylamino)indoline-6-carbonitrile